N[C@@H]1[C@H](CCCC1)C(=O)OCC1=CC(=CC(=C1)[N+](=O)[O-])[N+](=O)[O-] 3,5-dinitrobenzyl (1S,2S)-2-aminocyclohexane-1-carboxylate